(Z)-3-(1-(4-amino-2-fluorobut-2-en-1-yl)-1H-benzo[d][1,2,3]triazole-4-yl)-N-methylbenzenesulfonamide hydrochloride Cl.NC\C=C(\CN1N=NC2=C1C=CC=C2C=2C=C(C=CC2)S(=O)(=O)NC)/F